CNC1=NC=CC=C1CNCCC N-methyl-3-((propylamino)methyl)pyridin-2-amine